C(C)OC(C(C(=O)C=1SC=C(N1)Br)NC(C1=CC=CC=C1)C1=CC=CC=C1)=O.FC=1C=C(C(=O)NCC2CCC(CC2)N2N=C3C=C(C=CC3=C2)C=2N=C(SC2)C)C=C(C1O)F 3,5-difluoro-4-hydroxy-N-({(1r,4r)-4-[6-(2-methyl-1,3-thiazol-4-yl)-2H-indazol-2-yl]cyclohexyl}methyl)benzamide ethyl-3-(4-bromothiazol-2-yl)-2-(benzhydrylamino)-3-oxopropanoate